C1(CCC1)NC1=C(C=CC=C1)[N+](=O)[O-] N-cyclobutyl-2-nitroaniline